NCCNCCN(C(OC(C)(C)C)=O)C tert-butyl (2-((2-aminoethyl)amino)ethyl)(methyl)carbamate